(S)-(5-(4-(trifluorometh-yl)phenoxy)-3,4-dihydro-isoquinolin-2(1H)-yl)(1-(vinylsulfonyl)pyrrolidin-3-yl)methanone FC(C1=CC=C(OC2=C3CCN(CC3=CC=C2)C(=O)[C@@H]2CN(CC2)S(=O)(=O)C=C)C=C1)(F)F